C1(=CC=C(C=C1)O)C1=CC=C(C=C1)O 1,1'-Biphenyl-4,4'-diol